benzyl 2-bromoethylcarbamate BrCCNC(OCC1=CC=CC=C1)=O